FC1=C(C=CC(=C1)F)C1=C(C(=CN1S(=O)(=O)C=1C=NC(=CC1)OC)CNC)OC 1-(5-(2,4-Difluorophenyl)-4-methoxy((6-methoxypyridin-3-yl)sulfonyl)-1H-pyrrol-3-yl)-N-methylmethanamine